6-(4-fluorophenyl)-1-oxoisoindolin-5-yl trifluoromethylsulfonate FC(F)(F)S(=O)(=O)OC=1C=C2CNC(C2=CC1C1=CC=C(C=C1)F)=O